F[C@H]1CN(C[C@@H]1NC1=NC(=CC=C1)C1=CN=C2N1C=CC(=C2)C=O)C(=O)OC(C)(C)C (3S,4S)-tert-butyl 3-fluoro-4-((6-(7-formylimidazo[1,2-a]pyridin-3-yl)pyridin-2-yl)amino)pyrrolidine-1-carboxylate